FC1(C(C1(C)C)(F)F)F tetrafluorodimethyl-cyclopropane